C1(=CC=CC=C1)C1=NC(=NC(=N1)C1=CC=CC=C1)C1=CC(=CC=C1)Br 2,4-Diphenyl-6-(3-bromophenyl)-1,3,5-triazine